S1C2=C(C=C1)C(=CC=C2)N2CCN(CC2)CCCCOC2=CC=C1C=CC(N(C1=C2)C(CO)=O)=O 7-(4-(4-(benzo[b]thiophen-4-yl)piperazin-1-yl)butoxy)-1-(2-hydroxyacetyl)quinolin-2(1H)-one